3-((2-(isoindolin-2-yl)-2-oxoethyl)amino)adamantan-1-yl (3-phenylpropyl)carbamate C1(=CC=CC=C1)CCCNC(OC12CC3(CC(CC(C1)C3)C2)NCC(=O)N2CC3=CC=CC=C3C2)=O